lithium [bis(trimethylsilyl)amide] C[Si](C)(C)[N-][Si](C)(C)C.[Li+]